N-(2-methyl-3-(3-nitro-4-(1-oxo-1,2,3,4-tetrahydroisoquinolin-6-yl)-1H-pyrazol-1-yl)phenyl)acrylamide CC1=C(C=CC=C1N1N=C(C(=C1)C=1C=C2CCNC(C2=CC1)=O)[N+](=O)[O-])NC(C=C)=O